ClC1=C(C=CC=C1)NC(=O)C1=CN=C2N1C=C(C=C2)C2CCN(CC2)C(=O)OC(C)(C)C tert-butyl 4-(3-((2-chlorophenyl)carbamoyl)imidazo[1,2-a]pyridin-6-yl)piperidine-1-carboxylate